C(C1CCCO1)OC1COCCC1 3-(tetrahydrofurfuryloxy)tetrahydropyran